ethyl-4H-pyrimido[1,2-b]pyridazin-4-one C(C)C=1N=C2N(N=CC=C2)C(C1)=O